3-(chroman-6-ylmethyl)-1-(4-fluorophenylmethyl)-1-((1-methylpiperidin-4-yl)methyl)urea O1CCCC2=CC(=CC=C12)CNC(N(CC1CCN(CC1)C)CC1=CC=C(C=C1)F)=O